2-amino-1-(3-(4-fluorobenzoyl)-2-(4-fluorophenyl)-8,8-dimethyl-5,6-dihydroimidazo[1,2-a]pyrazin-7(8H)-yl)ethan-1-one NCC(=O)N1C(C=2N(CC1)C(=C(N2)C2=CC=C(C=C2)F)C(C2=CC=C(C=C2)F)=O)(C)C